O=C1N(CC2=CC(=CC=C12)O[C@H]1[C@@H](CCC1)N1CC(C1)C1=NC=CC=C1)N1C(CCCC1=O)=O (1-oxo-5-(((trans)-2-(3-(pyridin-2-yl)azetidin-1-yl)cyclopentyl)oxy)isoindolin-2-yl)piperidine-2,6-dione